CC=1NC2=CC=C(C=C2C1)NC(=O)C12CC3(CC(CC(C1)C3)C2)C2=CC=C(C=C2)Cl 3-(4-Chloro-phenyl)-adamantane-1-carboxylic acid (2-methyl-1H-indol-5-yl)-amide